OC1(CC(C1)C(=O)N1CC2(C1)CC(C2)OC2=C(C=C(C=C2)C(F)(F)F)C)C ((1s,3s)-3-Hydroxy-3-methylcyclobutyl)(6-(2-methyl-4-(trifluoromethyl)phenoxy)-2-azaspiro[3.3]heptan-2-yl)methanone